C1(=CC=CC2=CC=CC=C12)C1(C=CC2=C(SC3=C2SC2=C3C=CC(=C2)N(C2=CC=CC=C2)C2=CC=CC3=CC=CC=C23)C1)NC1=CC=CC=C1 2,N7-bis(naphthalen-1-yl)-N2,N7-diphenylbenzo[b]benzo[4,5]thieno[2,3-d]thiophene-2,7-diamine